tert-butyl 8-(difluoromethoxy)-4-methyl-1-oxo-3,4-dihydroisoquinoline-2-carboxylate FC(OC=1C=CC=C2C(CN(C(C12)=O)C(=O)OC(C)(C)C)C)F